CCCC/C=C\CCCCCCCC(=O)O[C@H](COC(=O)CC/C=C\C/C=C\C/C=C\C/C=C\C/C=C\C/C=C\CC)COP(=O)([O-])OCC[N+](C)(C)C 1-(4Z,7Z,10Z,13Z,16Z,19Z-docosahexaenoyl)-2-(9Z-tetradecenoyl)-glycero-3-phosphocholine